methyl 2-((6-((1-ethyl-1H-pyrazol-3-yl)oxy)pyridin-3-yl)amino)-8-methyl-7-oxo-7,8-dihydropyrido[2,3-d]pyrimidine-6-carboxylate C(C)N1N=C(C=C1)OC1=CC=C(C=N1)NC=1N=CC2=C(N1)N(C(C(=C2)C(=O)OC)=O)C